C(C#C)SC1=NC(=CC(=N1)N/N=C/C1=CC=NC=C1)C(F)(F)F (E)-2-(prop-2-yn-1-ylsulfanyl)-4-(2-(pyridin-4-ylmethylene)hydrazino)-6-(trifluoromethyl)pyrimidine